C(CCCCCCCC)OC(NC1=CC=CC=C1)=O N-phenyl-carbamic acid nonyl ester